FC1=C(C(=CC=C1)OC)C1=NC=CC2=C1CN(C2=O)C2=NC(=C(C=C2)N2CCNCC2)C 4-(2-fluoro-6-methoxyphenyl)-2-(6-methyl-5-(piperazin-1-yl)pyridin-2-yl)-2,3-dihydro-1H-pyrrolo[3,4-c]pyridin-1-one